2,4-diphenyl-6-(4'-phenyl-5-(pyridin-3-yl)-[1,1':3',1''-terphenyl]-3-yl)-1,3,5-triazine C1(=CC=CC=C1)C1=NC(=NC(=N1)C1=CC=CC=C1)C=1C=C(C=C(C1)C=1C=NC=CC1)C1=CC(=C(C=C1)C1=CC=CC=C1)C1=CC=CC=C1